butyl (9Z,12Z)-octadeca-9,12-dienoate C(CCCCCCC\C=C/C\C=C/CCCCC)(=O)OCCCC